ClC1=NC=C(C(=N1)NCC(C)C)C(=O)N 2-chloro-4-isobutylamino-pyrimidin-5-carboxamide